CC(CCCCCCCCCCC(C(=O)O)CC1=CC(=C(C(=C1)C(C)(C)C)O)C(C)(C)C)C.OC1=C(C=C(C=C1C(C)(C)C)CCC(=O)OCCCCCCCCCCC(C)C)C(C)(C)C 11-methyldodecyl 3-[4-hydroxyl-3,5-bis(2-methyl-2-propanyl) Phenyl]propanoate (11-Methyldodecyl-3-[4-hydroxy-3,5-bis(2-methyl-2-propanyl)phenyl]propanoate)